CC1=NC=2N(C(=C1)C(=O)OCC)N=CC2 ethyl 5-methylpyrazolo[1,5-a]pyrimidine-7-carboxylate